[5-(1,3-dioxolan-2-yl)pentyl]magnesium iodide O1C(OCC1)CCCCC[Mg]I